8-methylene-3-(trifluoromethyl)-7,8-dihydro-5H-pyrano[4,3-b]pyridine C=C1COCC=2C1=NC=C(C2)C(F)(F)F